COC1=CC=C2CC/C(/C2=C1)=C\CO (E)-2-(6-Methoxy-1-indanylidene)ethanol